C(C)(C)(C)N1CCC(CC1)N1N=NC(=C1)[C@H](C=1C=NC(=CC1)C)NC=1C=C2C(=C(C=NC2=C(C1)Cl)C#N)NC1=CC(=C(C=C1)F)Cl (S)-6-(((1-(1-(tert-butyl)piperidin-4-yl)-1H-1,2,3-triazol-4-yl)(6-methylpyridin-3-yl)methyl)amino)-8-chloro-4-((3-chloro-4-fluorophenyl)amino)quinoline-3-carbonitrile